1-Cyclopentyl-3-(7-(((tetrahydro-2H-pyran-4-yl)methyl)amino)quinazolin-2-yl)urea C1(CCCC1)NC(=O)NC1=NC2=CC(=CC=C2C=N1)NCC1CCOCC1